COC1=CC=C(CN2CC3=CC=CC(=C3CC2)Br)C=C1 2-(4-methoxybenzyl)-5-bromo-1,2,3,4-tetrahydroisoquinoline